N(NC(=O)OCC1=CC=CC=C1)C(=O)OCC1=CC=CC=C1 Dibenzyl Hydrazine-1,2-Dicarboxylate